O=C1C=COC2=C1C=CC=C2C2=CC=CC=C2 4-oxo-8-phenyl-4H-benzopyran